sodium N-methyl-5-hexene-1-amine CNCCCCC=C.[Na]